N[C@@]1(CCCC12CCCC2)COC2=C(C#N)C(=CC(=C2)C2=CN=C1N2C(=CC=C1)OC)OC (R)-2-((1-aminospiro[4.4]nonan-1-yl)methoxy)-6-methoxy-4-(5-methoxyimidazo[1,2-a]pyridin-3-yl)benzonitrile